3-amino-1-(4-((6-amino-9H-purin-9-yl)methyl)-6-(3,4-difluorophenyl)pyridin-3-yl)-3-(2,2-difluoroethyl)piperidin-4-ol NC1(CN(CCC1O)C=1C=NC(=CC1CN1C2=NC=NC(=C2N=C1)N)C1=CC(=C(C=C1)F)F)CC(F)F